CS(=O)(=O)OC1=CC=C(C=C1)C(C(=O)NP(=O)(OCC1=CC=CC=C1)OCC1=CC=CC=C1)SC1=NC(=C(C(=C1C#N)CC)C#N)N(C)C 4-(2-((bis(benzyloxy)phosphoryl)amino)-1-((3,5-dicyano-6-(dimethylamino)-4-ethylpyridin-2-yl)thio)-2-oxoethyl)phenyl methanesulfonate